tert-butyl N-[(1s,3s)-3-(2-[3-[(4S)-6-amino-5-cyano-4-isopropyl-3-methyl-1H-pyrano[2,3-c]pyrazol-4-yl]-5-(hydroxymethyl)phenyl]ethynyl)cyclobutyl]carbamate NC1=C([C@@](C2=C(NN=C2C)O1)(C(C)C)C=1C=C(C=C(C1)CO)C#CC1CC(C1)NC(OC(C)(C)C)=O)C#N